NC1=C(SC2=NC(=CC(=C21)C(C)C)C=2C=NC(=NC2)NC)[S@](=O)CCOC 5-{3-amino-2-[(R)-2-methoxyethanesulfinyl]-4-(propan-2-yl)thieno[2,3-b]pyridin-6-yl}-N-methylpyrimidin-2-amine